2-[4-(5-{[(5-chlorothiophen-2-yl)methyl]amino}-1-(2,2-dimethylpropanoyl)-1H-pyrazol-3-yl)piperidin-1-yl]acetic acid ClC1=CC=C(S1)CNC1=CC(=NN1C(C(C)(C)C)=O)C1CCN(CC1)CC(=O)O